COC=1C=2N(N=CC1)C=CC2C=2C=C1C(=NC2)N=C(N1CC1CN(C1)C)C 6-(4-methoxypyrrolo[1,2-b]pyridazin-5-yl)-2-methyl-1-((1-methylazetidin-3-yl)methyl)-1H-imidazo[4,5-b]pyridine